(4-(4-(2-Fluorobenzyl)-7-((2-(trimethylsilyl)ethoxy)methyl)-7H-pyrrolo[2,3-d]pyrimidin-6-yl)phenyl)methanol FC1=C(CC=2C3=C(N=CN2)N(C(=C3)C3=CC=C(C=C3)CO)COCC[Si](C)(C)C)C=CC=C1